4-((pyrrolidine-1-ylsulfonyl)methyl)phenylhydrazine hydrochloride Cl.N1(CCCC1)S(=O)(=O)CC1=CC=C(C=C1)NN